4-(3-((2-(methylamino)ethylamino)methyl)-6-(3-nitrophenyl)benzofuran-5-yl)benzonitrile CNCCNCC1=COC2=C1C=C(C(=C2)C2=CC(=CC=C2)[N+](=O)[O-])C2=CC=C(C#N)C=C2